Cl.C1(CC1)[C@@H](C(F)(F)F)N (1S)-1-cyclopropyl-2,2,2-trifluoroethylamine hydrochloride